tert-butyl methyl(3-((4-sulfamoyl-2-((trifluoromethyl)sulfonyl)phenyl)amino)propyl)carbamate CN(C(OC(C)(C)C)=O)CCCNC1=C(C=C(C=C1)S(N)(=O)=O)S(=O)(=O)C(F)(F)F